NC1=NC2=C(C(=C(C=C2C=C1)C=1N=NN(C1)C1=C(C=C(C=C1)NS(=O)(=O)CCO)N1CCC2(CC2)CC1)F)N1CCC(CC1)(F)F N-(4-{4-[2-amino-8-(4,4-difluoropiperidin-1-yl)-7-fluoroquinolin-6-yl]-1H-1,2,3-triazol-1-yl}-3-{6-azaspiro[2.5]octan-6-yl}phenyl)-2-hydroxyethane-1-sulfonamide